C(=O)(O)C1=CC=C(C=C1)C1N[C@H](CC2=CC=CC=C12)C(=O)O (3R)-1-(4-carboxyphenyl)-1,2,3,4-tetrahydroisoquinoline-3-carboxylic acid